FC(C(=O)O)(F)F.N1=CC=C(C=C1)/C=C/C1=NNC2=CC(=CC=C12)\C=C/1\NC(C2=CC=CC=C12)=O (E)-3-((3-((E)-2-(pyridin-4-yl)vinyl)-1H-indazol-6-yl)methylene)isoindol-1-one trifluoroacetate